ClC=1C=C(C=CC1OC(F)(F)F)C1=CC=C(C=C1)NC=1N=NNC1C(=O)O 4-((3'-chloro-4'-(trifluoromethoxy)-[1,1'-biphenyl]-4-yl)amino)-1H-1,2,3-triazole-5-carboxylic acid